OCCC1CN(C1)CC1CN(C1)C(=O)OC(C)(C)C tert-butyl 3-((3-(2-hydroxy ethyl)azetidin-1-yl)methyl)azetidine-1-carboxylate